NC=1C=C(C=C(C1OC)OC)NC(C)=O N-(3-amino-4,5-dimethoxyphenyl)acetamide